Tin methylsulfonate CS(=O)(=O)[O-].[Sn+4].CS(=O)(=O)[O-].CS(=O)(=O)[O-].CS(=O)(=O)[O-]